ClC(C(C1=CC=C(C=C1)C(F)(F)F)=O)NC(C(=O)OCC)=O ethyl 2-((1-chloro-2-oxo-2-(4-(trifluoromethyl)phenyl)ethyl)amino)-2-oxoacetate